rac-(1s,5r)-3,8-diazabicyclo[3.2.1]octane-8-carboxylic acid tert-butyl ester C(C)(C)(C)OC(=O)N1[C@@H]2CNC[C@H]1CC2 |r|